Diboronic Acid B(O)OBO